(5-{[3-bromo-4-[(2,4-difluorobenzyl)oxy]-6-methyl-2-oxopyridin-1(2H)-yl]methyl}pyrazin-2-yl)carbamic acid methyl ester COC(NC1=NC=C(N=C1)CN1C(C(=C(C=C1C)OCC1=C(C=C(C=C1)F)F)Br)=O)=O